(2-(dimethylamino)ethyl)-5-(2-nitrophenyl)-2-(4-nitrophenyl)oxazole-4-carboxamide CN(CCNC(=O)C=1N=C(OC1C1=C(C=CC=C1)[N+](=O)[O-])C1=CC=C(C=C1)[N+](=O)[O-])C